BrC=1C=CC(=C(C1)C#C[Si](C)(C)C)OCOCC[Si](C)(C)C 2-[5-bromo-2-(2-trimethylsilylethoxymethoxy)phenyl]ethynyl-trimethyl-silane